(2S,4R)-4-hydroxy-1-[(2S)-2-[4-(4-hydroxy-3,3-dimethyl-butyl)triazol-1-yl]-3,3-dimethyl-butanoyl]-N-methyl-pyrrolidine-2-carboxamide O[C@@H]1C[C@H](N(C1)C([C@H](C(C)(C)C)N1N=NC(=C1)CCC(CO)(C)C)=O)C(=O)NC